O=C1NC(CCC1N1C(C2=CC=CC(=C2C1=O)NCCCCCCNC(CN1CCN(CC1)C1=CC=C(C=C1)NC1=NN2C(C=CC=C2C2=CC=C(C=C2)S(=O)(=O)C)=N1)=O)=O)=O N-(6-((2-(2,6-dioxopiperidin-3-yl)-1,3-dioxoisoindolin-4-yl)amino)hexyl)-2-(4-(4-((5-(4-(methylsulfonyl)phenyl)-[1,2,4]triazolo[1,5-a]pyridin-2-yl)amino)phenyl)piperazin-1-yl)acetamide